10-oxa-4-azatricyclo[5.2.1.02,6]Dec-8-ene-3,5-dione C12C3C(NC(C3C(C=C1)O2)=O)=O